tert-Butyl 3-(2-Isopropyl-1-(2-oxo-2,3-dihydro-1H-pyrrolo[2,3-b]pyridin-5-yl)-1H-benzo[d]imidazol-5-yl)propiolate C(C)(C)C1=NC2=C(N1C=1C=C3C(=NC1)NC(C3)=O)C=CC(=C2)C#CC(=O)OC(C)(C)C